(4-{[(tert-butoxy)carbonyl](hydroxy)amino}-4-methyl-5-oxo-4,5-dihydro-1H-pyrazol-3-yl)pyridin-1-ium-1-ol C(C)(C)(C)OC(=O)N(C1(C(=NNC1=O)C1=[N+](C=CC=C1)O)C)O